FC(OC1=CC=C(C=C1)C1=CC=C(C=C1)SC1=C(N=NN1)C(=O)O)(F)F 5-((4'-(trifluoromethoxy)-[1,1'-biphenyl]-4-yl)thio)-1H-1,2,3-triazole-4-carboxylic acid